1,3,3,4,4,5,5-heptafluoro-2-(perfluoroprop-2-yl)cyclopent-1-ene FC1=C(C(C(C1(F)F)(F)F)(F)F)C(C(F)(F)F)(C(F)(F)F)F